((1R,2S)-2-(4-chloro-3-fluorophenyl)cyclopropyl)-3-((6-phenylpyridazin-3-yl)amino)benzamide ClC1=C(C=C(C=C1)[C@@H]1[C@@H](C1)C1=C(C(=O)N)C=CC=C1NC=1N=NC(=CC1)C1=CC=CC=C1)F